{4-[9-(cyclopropylamino)-5,6,7,8-tetrahydroacridin-2-yl]pyridin-2-yl}cyclopropanecarboxamide C1(CC1)NC=1C=2CCCCC2N=C2C=CC(=CC12)C1=CC(=NC=C1)C1(CC1)C(=O)N